N[C@H](C(=O)OCCCCCCCCCCCCCCCCCCCC)CC1=CC(=CC(=C1)F)F Icosyl (S)-2-amino-3-(3,5-difluorophenyl)propanoate